C(C)(C)(C)OC(NCC1=C(C=C(C=C1)Cl)Br)=O 2-bromo-4-chlorobenzyl-carbamic acid tert-butyl ester